2-(2-(3-chloro-4-fluorophenoxy)ethyl)-7-thia-2-azaspiro[3.5]nonane 7,7-dioxide ClC=1C=C(OCCN2CC3(C2)CCS(CC3)(=O)=O)C=CC1F